bis(2-hydroxyethyl)butanediamine OCCC(C(N)(N)CCO)CC